[2-(aminomethyl)-3,3-difluoro-allyl]-4-[3-[6-(dimethylamino)-3-pyridinyl]-2-methyl-phenyl]-1,2,4-triazol-3-one trifluoroacetate salt FC(C(=O)O)(F)F.NCC(CC=1N(C(NN1)=O)C1=C(C(=CC=C1)C=1C=NC(=CC1)N(C)C)C)=C(F)F